S1C(=NC=C1)CC(=O)N thiazol-2-yl-acetamide